4-(4-Ethyl-piperazin-1-yl)-N-[6-methyl-5-(4-pyridin-3-yl-pyrimidin-2-ylamino)-pyridin-3-yl]-2-trifluoromethyl-benzamide C(C)N1CCN(CC1)C1=CC(=C(C(=O)NC=2C=NC(=C(C2)NC2=NC=CC(=N2)C=2C=NC=CC2)C)C=C1)C(F)(F)F